(R)-1'-(5-Amino-1-((S or R)-1-phenylpropyl)-1H-pyrazole-4-carbonyl)-6-chloro-5-fluorospiro[benzo[d][1,3]oxazine-4,3'-piperidin]-2(1H)-one NC1=C(C=NN1[C@@H](CC)C1=CC=CC=C1)C(=O)N1C[C@@]2(CCC1)C1=C(NC(O2)=O)C=CC(=C1F)Cl |o1:6|